N=1C(=NN2C1C=CC=C2)C2=C1C=C(N=CC1=C(N=C2)NC)C2(CC2)C(=O)N (5-([1,2,4]triazolo[1,5-a]pyridin-2-yl)-8-(methylamino)-2,7-naphthyridin-3-yl)cyclopropanecarboxamide